2-ethyl-1,3-hexanediol benzoate Diphenylphosphonite C1(=CC=CC=C1)P(O)(O)C1=CC=CC=C1.C(C1=CC=CC=C1)(=O)O.C(C)C(CO)C(CCC)O